ClC=1C=C(C=C(C1)F)N1N=CC(=C1)C(C(=O)O)C 2-[1-(3-chloro-5-fluorophenyl)pyrazol-4-yl]propanoic acid